Methyl 2-[4-cyclopropyl-6-(difluoromethoxy)pyrimidin-5-yl]-6-[[4-[1-cyclopropyl-4-(trifluoromethyl)imidazol-2-yl]phenyl]methoxy]pyrimidine-4-carboxylate C1(CC1)C1=NC=NC(=C1C1=NC(=CC(=N1)C(=O)OC)OCC1=CC=C(C=C1)C=1N(C=C(N1)C(F)(F)F)C1CC1)OC(F)F